5-(dihydroxyboryl)thiophene-2-carboxylic acid OB(C1=CC=C(S1)C(=O)O)O